BrC1=NN(C=C1)CCOC 3-bromo-1-(2-methoxyethyl)-1H-pyrazole